C(CC)(=O)N[C@H](CC1=CC=CC=C1)C(=O)O Propionyl-D-phenylalanine